Methyl 5-benzyl-3-((1-isopropyl-1H-indole-4-carboxamido)methyl)-4,5-dihydroisoxazole-5-carboxylate C(C1=CC=CC=C1)C1(CC(=NO1)CNC(=O)C=1C=2C=CN(C2C=CC1)C(C)C)C(=O)OC